3-((3-aminopropyl)amino)pyrrolidine-1-carboxylate NCCCNC1CN(CC1)C(=O)[O-]